FC1=CC=C(C=C1)C(C(=O)O)(C)C 2-(4-fLuorophenyl)-2-methylpropanoic acid